tetrabutylammonium tert-butyl-(2S)-2-[(2-{[(2S,5R)-7-oxo-6-(sulfooxy)-1,6-diazabicyclo[3.2.1]oct-2-yl]carbonyl}hydrazinyl)carbonyl]-5-oxopyrrolidine-1-carboxylate C(C)(C)(C)OC(=O)N1[C@@H](CCC1=O)C(=O)NNC(=O)[C@H]1N2C(N([C@H](CC1)C2)OS(=O)(=O)O)=O.C(CCC)[N+](CCCC)(CCCC)CCCC